C(=C([2H])[2H])C1=CC=C(C=C1)C1=CC=CC=C1 4-(vinyl-2,2-d2)-1,1'-biphenyl